3,4-dichlorobenzaldehyde ClC=1C=C(C=O)C=CC1Cl